C(C=C)(=O)OC(=C)C 1-methylvinyl acrylate